BrC=1N=C(N2C1C(=NC=C2)Cl)C(=O)OC methyl 1-bromo-8-chloroimidazo[1,5-a]pyrazine-3-carboxylate